2,2-bis[4-hydroxyphenyl]propane methyl-2-[(5,6-diphenyl-1,2,4-triazin-3-yl)amino]propanoate COC(C(C)NC=1N=NC(=C(N1)C1=CC=CC=C1)C1=CC=CC=C1)=O.OC1=CC=C(C=C1)C(C)(C)C1=CC=C(C=C1)O